1-[4-[(2S)-2-[2-methyl-3-(trideuteriomethoxy)phenyl]pyrrolidin-3-yl]-1-piperidyl]ethanone hydrochloride Cl.CC1=C(C=CC=C1OC([2H])([2H])[2H])[C@H]1NCCC1C1CCN(CC1)C(C)=O